C(CCCCCCCCCCCCCCCCCC)C(CO)O nonadecylethylene glycol